2,10,13-trimethyl-6-(prop-1-en-2-yl)pentadeca-1,3,9,13-tetraene CC(=C)C=CCC(CCC=C(CCC(=CC)C)C)C(=C)C